OCCOC1=C(C=C2C(=CC=NC2=C1)OC=1C(=C(C(=NC1)F)C(=O)N)C1=CC=CC=C1)OC [7-(2-hydroxyethoxy)-6-methoxy-quinolin-4-yl]oxy(phenyl)-2-fluoropyridine-3-carboxamide